C(#N)C=1C=C2C(=NC1)N(N=C2)C2=NC=C(C(=O)NCCC(=O)N1CCN(CC1)C)C(=C2)NC(C)C 6-(5-cyano-1H-pyrazolo[3,4-b]pyridin-1-yl)-4-(isopropylamino)-N-(3-(4-methylpiperazin-1-yl)-3-oxopropyl)nicotinamide